COC=1C=C(C=CC1)C(CC)=O 1-(3-Methoxyphenyl)propan-1-one